COC(=O)C1=CC2=C(N(C(=N2)C=2N3CCNC4=CC=CC(C2)=C34)O)C(=C1)OC 2-(1,9-diazatricyclo[6.3.1.04,12]dodeca-2,4(12),5,7-tetraen-2-yl)-1-hydroxy-7-methoxy-benzimidazole-5-carboxylic acid methyl ester